4-(hydroxymethyl)benzo[d]Oxazole-2(3H)-one OCC1=CC=CC2=C1NC(O2)=O